C(\C=C\C=CCC)=O (trans)-2,4-heptadienal